C(C)N(C1=CC(=C(C(=O)C(COC(C2=CC=CC=C2)=O)CCCC)C=C1)O)CC benzoic acid 2-[4-(diethylamino)-2-hydroxybenzoyl]-hexyl ester